NC=1C2=C(N(C(N1)=O)C=1C(=NC=CC1)C)N=C(C(=C2)Cl)C2CC2 4-amino-6-chloro-7-cyclopropyl-1-(2-methylpyridin-3-yl)pyrido[2,3-d]pyrimidin-2(1H)-one